3-[6-(Azepan-1-carbonyl)-1-propyl-1H-pyrazolo[4,3-c]pyridin-3-yl]-imidazo[1,2-a]pyridin N1(CCCCCC1)C(=O)C1=CC2=C(C=N1)C(=NN2CCC)C2=CN=C1N2C=CC=C1